2-(N-vinylimidazolium-N'-yl)-4-methylpentanoic acid C(=C)N1C=[N+](C=C1)C(C(=O)O)CC(C)C